N-(6-(6-fluoro-7-(isopropylamino)-5-methyl-1H-indazol-4-yl)imidazo[1,2-a]pyrazin-2-yl)-2-(pyridin-3-yl)acetamide FC1=C(C(=C2C=NNC2=C1NC(C)C)C=1N=CC=2N(C1)C=C(N2)NC(CC=2C=NC=CC2)=O)C